C(C)C=1C(=CC=C2C=C(C=C(C12)C1=C(C=2N=C(N=C(C2C=N1)N1CC(CCC1)(C(=O)N)O)OC[C@]12CCCN2C[C@@H](C1)F)F)O)F 1-(7-(8-Ethyl-7-fluoro-3-hydroxynaphthalen-1-yl)-8-fluoro-2-(((2r,7as)-2-fluorohexahydro-1H-pyrrolizine-7a-yl)methoxy)pyrido[4,3-d]pyrimidin-4-yl)-3-hydroxypiperidine-3-carboxamide